CC1C2=CN(N=C2C2=C(C1)OC(=C2C(F)(F)F)C(=O)[O-])CC2=NC=CC=C2 4-methyl-2-[(pyridin-2-yl)methyl]-8-(trifluoromethyl)-4,5-dihydro-2H-furo[2,3-g]indazole-7-carboxylate